5-(3-(difluoromethyl)imidazo[1,2-a]pyridin-6-yl)-N-(2-fluoro-2-methylpropyl)-7H-pyrrolo[2,3-d]pyrimidin-2-amine FC(C1=CN=C2N1C=C(C=C2)C2=CNC=1N=C(N=CC12)NCC(C)(C)F)F